5-(2-aminoethyl)-1-methyl-1H-pyrrole-2-formaldehyde NCCC1=CC=C(N1C)C=O